OC=1C=C(C(=O)N)C=CC1OC1=CC=C(C=C1)CCCCC M-hydroxy-4-(4-pentylphenoxy)benzamide